1-(((9H-fluoren-9-yl)methoxy)carbonyl)-4-((tert-butoxycarbonyl)amino)pyrrolidine-2-carboxylic acid C1=CC=CC=2C3=CC=CC=C3C(C12)COC(=O)N1C(CC(C1)NC(=O)OC(C)(C)C)C(=O)O